2-cyclopentyl-N-[5-[4-methoxy-3-[(4-methoxy-2-methylphenyl)sulfamoyl]phenyl]-4-methyl-thiazol-2-yl]acetamide C1(CCCC1)CC(=O)NC=1SC(=C(N1)C)C1=CC(=C(C=C1)OC)S(NC1=C(C=C(C=C1)OC)C)(=O)=O